4-[3-fluoro-5-(trifluoromethyl)phenyl]-5-{([(2R)-2-methylpyrrolidin-1-yl]methyl)-1,3-thiazol-2-yl}pyrazine-2-carboxamide FC=1C=C(C=C(C1)C(F)(F)F)N1CC(=NC=C1C=1SC=C(N1)CN1[C@@H](CCC1)C)C(=O)N